methylnorbornene-2,3-dicarboxylic acid CC12C(=C(C(CC1)C2)C(=O)O)C(=O)O